Methyl 6-hydroxybenzoate OC1=CC=CC=C1C(=O)OC